iodine, sodium salt [Na].[I]